BrC1=C(C(=C(C(=C1[2H])[2H])B(O)O)[2H])[2H] (4-bromophenyl-2,3,5,6-d4)boronic acid